2-hydroxy-4-tert-butoxy-4'-ethoxybenzophenone OC1=C(C(=O)C2=CC=C(C=C2)OCC)C=CC(=C1)OC(C)(C)C